Cl.C1(C)NCCC=2C3=CC=C(OC)C=C3NC12 tetrahydroharmine HCl